(S)-1-[2-(Benzo[d]isoxazol-3-yl)phenyl]-2-[6-(pyrrolidin-1-yl)pyridine-2-yl]ethan-1-amine hydrochloride Cl.O1N=C(C2=C1C=CC=C2)C2=C(C=CC=C2)[C@H](CC2=NC(=CC=C2)N2CCCC2)N